C1(=CC=CC=C1)N\C=N\C1=CC=CC=C1 (E)-N,N'-diphenyl-formamidine